spiro[fluorene-9,1-[1,8a]dihydroindolizine] C12(C=CN3C=CC=CC13)C1=CC=CC=C1C=1C=CC=CC12